C(CC(O)(C(=O)O)CC(=O)O)(=O)O.ClCCC(=C(C1=CC=CC=C1)C1=CC=C(OC(C)N(C)C)C=C1)C1=CC=CC=C1 4-(4-chloro-1,2-diphenyl-1-butenyl)phenoxy-N,N-dimethylethylamine citrate